n-Butanoic acid-d7 C(C(C(C([2H])([2H])[2H])([2H])[2H])([2H])[2H])(=O)O